(S)-3-(benzyloxy)-2-hydroxypropionic acid methyl ester COC([C@H](COCC1=CC=CC=C1)O)=O